BrC1=C(C=C2C(=NN(C2=C1)C(C)C)N)F 6-bromo-5-fluoro-1-isopropyl-indazol-3-amine